ClC=1C=C(C(=O)O)C=C(C1)CNCCC1=C(C=CC(=C1)OC)OC 3-chloro-5-(((2,5-dimethoxyphenethyl)amino)methyl)benzoic acid